2-[cyclopropyl(difluoro)methyl]-4-phenoxy-pyrimidine-5-carboxylic acid C1(CC1)C(C1=NC=C(C(=N1)OC1=CC=CC=C1)C(=O)O)(F)F